(3R)-N-[3-(1-isopropylpiperidin-4-yl)pyridin-2-yl]-3-methyl-3-phenoxypyrrolidine-1-carboxamide di-tert-butyl-2-(2-methylallyl)-2-(2-ethoxycarbonylallyl)-malonate C(C)(C)(C)OC(C(C(=O)OC(C)(C)C)(CC(=C)C(=O)OCC)CC(=C)C)=O.C(C)(C)N1CCC(CC1)C=1C(=NC=CC1)NC(=O)N1C[C@@](CC1)(OC1=CC=CC=C1)C